Cl.FC1=C(C(=O)NC2=C(C(=CC(=C2)F)C=2C3=C(N=CN2)NC(=C3)C3=CC=C(C=C3)CN3CCNCC3)C)C=CC(=C1)C(C)(C)O 2-Fluoro-N-(5-fluoro-2-methyl-3-(6-(4-(piperazin-1-ylmethyl)phenyl)-7H-pyrrolo[2,3-d]pyrimidin-4-yl)phenyl)-4-(2-hydroxypropan-2-yl)benzamide hydrochloride